3-((2-(3-(3-Morpholinopropoxy)phenyl)-5,7-dihydrofuro[3,4-d]pyrimidin-4-yl)amino)benzamide Dimethyl-5-bromo-3-methoxybenzene-1,2-dicarboxylate COC(=O)C=1C(=C(C=C(C1)Br)OC)C(=O)OC.O1CCN(CC1)CCCOC=1C=C(C=CC1)C=1N=C(C2=C(N1)COC2)NC=2C=C(C(=O)N)C=CC2